3-((2-(2,6-dioxopiperidin-3-yl)-1-oxoisoindolin-5-yl)methyl)-1-(4-((4-(hydroxymethyl)benzyl)oxy)phenyl)-1-methylurea O=C1NC(CCC1N1C(C2=CC=C(C=C2C1)CNC(N(C)C1=CC=C(C=C1)OCC1=CC=C(C=C1)CO)=O)=O)=O